6'-fluoro-N-(4-fluoro-3-((2-hydroxyethyl)amino)benzyl)-4'-hydroxy-1'-methyl-3',4'-dihydro-1'H-spiro[piperidine-4,2'-quinoline]-1-carboxamide FC=1C=C2C(CC3(N(C2=CC1)C)CCN(CC3)C(=O)NCC3=CC(=C(C=C3)F)NCCO)O